C(CCCCCCCCCCCCCCC)(=O)C(C)O Palmitoyl-Ethanol